[1-(trifluoromethyl)cyclopropyl]ethanamine hydrochloride Cl.FC(C1(CC1)C(C)N)(F)F